C(C)C1=CC=C(C=C1)CC(C=O)(C)C 4-ethyl-α,α-dimethyl-benzenepropanal